(R)-N-(3-(2-((2-hydroxypropyl)amino)-6-morpholinopyridin-4-yl)-4-methylphenyl)-3-(trifluoromethyl)-2,5-dihydro-1H-pyrrole-1-carboxamide O[C@@H](CNC1=NC(=CC(=C1)C=1C=C(C=CC1C)NC(=O)N1CC(=CC1)C(F)(F)F)N1CCOCC1)C